CN([C@H](CNC(C[C@@H](C1(CC1)C(F)(F)F)C=1C=NC=CC1)=O)CC=1C(=C2C=NNC2=CC1)F)C (R)-N-((S)-2-(dimethylamino)-3-(4-fluoro-1H-indazol-5-yl)propyl)-3-(pyridin-3-yl)-3-(1-(trifluoromethyl)cyclopropyl)propanamide